(2r,5r)-4-(6-cyano-1-methyl-2-oxo-1,2-dihydropyrido[3,2-d]pyrimidin-4-yl)-2-ethyl-5-(hydroxymethyl)piperazine-1-carboxylic acid tert-butyl ester C(C)(C)(C)OC(=O)N1[C@@H](CN([C@H](C1)CO)C=1C2=C(N(C(N1)=O)C)C=CC(=N2)C#N)CC